1-butyl-4-(4,4,5,5-tetramethyl-1,3,2-dioxaborolan-2-yl)pyrazole C(CCC)N1N=CC(=C1)B1OC(C(O1)(C)C)(C)C